N-(4-fluoro-3-methylphenyl)-5-(2-(((1R,3R)-3-hydroxycyclopentyl)amino)-2-oxoacetyl)-1,2,4-trimethyl-1H-pyrrole-3-carboxamide FC1=C(C=C(C=C1)NC(=O)C1=C(N(C(=C1C)C(C(=O)N[C@H]1C[C@@H](CC1)O)=O)C)C)C